CC1=C(C(=CC=C1)[N+](=O)[O-])NC1CCN(CC1)C(=O)OC(C)(C)C tert-butyl 4-((2-methyl-6-nitrophenyl)amino)piperidine-1-carboxylate